2-chloro-6-(4-methoxybenzyl)dispiro[pyrrolo[3,4-b]pyridine-5,1'-cyclohexane-4',2''-[1,3]dioxolan]-7(6H)-one ClC1=CC=C2C(=N1)C(N(C21CCC2(OCCO2)CC1)CC1=CC=C(C=C1)OC)=O